C(C)(C)(C)OC(=O)N[C@H]1[C@H](CCCC1)N cis-N-tert-butoxycarbonyl-1,2-cyclohexanediamine